4-(4-(4-Acryloylpiperazin-1-yl)piperidin-1-yl)-6-(1-(2,2-difluoroethyl)-1H-pyrazol-4-yl)pyrazolo[1,5-a]pyridine-3-carbonitrile C(C=C)(=O)N1CCN(CC1)C1CCN(CC1)C=1C=2N(C=C(C1)C=1C=NN(C1)CC(F)F)N=CC2C#N